ClC(C1=NC(=NO1)C1=CC=C(C=C1)C(CNC1=CC=C(C=C1)F)=O)(F)F 1-(4-(5-(chlorodifluoromethyl)-1,2,4-oxadiazol-3-yl)phenyl)-2-((4-fluorophenyl)amino)ethan-1-one